C(C)(=O)OC1(CN(C1)C(=O)C=1C(=C(C2=C(N(C=N2)C)C1)F)NC1=C(C=C(C=C1)I)F)C1NCCCC1 1-({4-fluoro-5-[(2-fluoro-4-iodophenyl)amino]-1-methyl-1H-benzimidazol-6-yl}carbonyl)-3-piperidin-2-ylazetidin-3-ol acetate